α-hydroxyarachic acid OC(C(=O)O)CCCCCCCCCCCCCCCCCC